3-((4-(difluoromethyl)-1,2,2-trifluoro-3-hydroxy-2,3-dihydro-1H-inden-5-yl)oxy)-5-fluorobenzonitrile FC(C1=C2C(C(C(C2=CC=C1OC=1C=C(C#N)C=C(C1)F)F)(F)F)O)F